2-(2-isopropylphenyl)-9-(4-(1-(piperidin-4-yl)-1H-pyrazol-4-yl)benzyl)-7,9-dihydro-8H-purin-8-one C(C)(C)C1=C(C=CC=C1)C1=NC=C2NC(N(C2=N1)CC1=CC=C(C=C1)C=1C=NN(C1)C1CCNCC1)=O